tert-butyl 1,5-dimethyl-3-trityl-3,8-diazabicyclo[3.2.1]octane-8-Carboxylate CC12CN(CC(CC1)(N2C(=O)OC(C)(C)C)C)C(C2=CC=CC=C2)(C2=CC=CC=C2)C2=CC=CC=C2